(Z)-2-(5-methyl-2-oxoindoline-3-ylidene)-N-(m-tolyl)hydrazinecarbothioamide CC=1C=C2/C(/C(NC2=CC1)=O)=N/NC(NC=1C=C(C=CC1)C)=S